BrCCCCCCCC1=NC=CC=C1 (7-bromoheptyl)pyridine